N-[(1'S,8R)-spiro[10,15-dioxa-20,21-diazatetracyclo[14.3.1.12,6.19,12]docosa-1(19),2(22),3,5,9(21),11,16(20),17-octaene-8,3'-cyclopentane]-1'-yl]methanesulfonamide [C@H]1(C[C@@]2(CC1)CC1=CC=CC(C3=CC=CC(OCCC4=COC2=N4)=N3)=C1)NS(=O)(=O)C